3-bromo-2-fluoro-aniline BrC=1C(=C(N)C=CC1)F